NC=1NC(C=2N(C(N(C2N1)[C@@H]1O[C@@H]([C@H]([C@H]1O)F)CO)=O)CCC#N)=O 3-(2-amino-9-((2R,3S,4S,5R)-4-fluoro-3-hydroxy-5-(hydroxymethyl)tetrahydrofuran-2-yl)-6,8-dioxo-1,6,8,9-tetrahydro-7H-purin-7-yl)propanenitrile